C12C=CC(C(C1)CN1C[C@@H]3[C@H](C1)CC(C3)CNC=3N=NC(=CC3)C=3N(N=CC3C)C)C2 N-[[(3aR,5s,6aS)-2-(5-bicyclo[2.2.1]hept-2-enylmethyl)-3,3a,4,5,6,6a-hexahydro-1H-cyclopenta[c]pyrrol-5-yl]methyl]-6-(2,4-dimethylpyrazol-3-yl)pyridazin-3-amine